OC1=CC=C(C=C1)C(C1=CC=CC=C1)=O p-hydroxybenzoyl-benzene